C(C)(C)(C)[Si](OCCN)(C)C 2-(tert-butyl-dimethyl-siloxy)ethylamine